CC1=NC2=CC=CC(=C2C(N1C1C(NC(CC1)=O)=O)=O)C#CCCCN1CCN(CCC1)C 3-(2-methyl-5-(5-(4-methyl-1,4-diazepan-1-yl)pent-1-yn-1-yl)-4-oxoquinazolin-3(4H)-yl)piperidine-2,6-dione